1-(2-chloro-6-ethoxypyridin-4-yl)-3-methylcyclobutanecarboxylic acid methyl ester COC(=O)C1(CC(C1)C)C1=CC(=NC(=C1)OCC)Cl